OCCS(=O)(=O)C=1C=C(OC[C@H](CNC2COC3(C2)CCN(CC3)S(=O)(=O)C3=CC2=CC=CC=C2C=C3)O)C=CC1 (2S)-1-(3-(2-hydroxyethylsulfonyl)phenoxy)-3-(8-(naphthalen-2-ylsulfonyl)-1-oxa-8-azaspiro[4.5]decan-3-ylamino)propan-2-ol